[2-(5-butylfuryl)-ethyl]-2-methoxyphenol C(CCC)C1=CC=C(O1)CCC=1C(=C(C=CC1)O)OC